(2-(trimethoxysilyl)ethyl)-1,1,3,3-tetramethyldisiloxane CO[Si](CC[Si](O[SiH](C)C)(C)C)(OC)OC